N[C@H]1CN(CCC1)C(=O)C1=NN(C(=C1)C1=CC=C(C#N)C=C1)C1=CC=C(C=C1)S(=O)(=O)C (R)-4-(3-(3-Aminopiperidin-1-carbonyl)-1-(4-(methylsulfonyl)phenyl)-1H-pyrazol-5-yl)benzonitril